2-[4-(Spiro[5.5]undecan-4-ylmethoxy)phenyl]butanedioic acid C1CCC(CC12CCCCC2)COC2=CC=C(C=C2)C(C(=O)O)CC(=O)O